1-[1-(2-fluoroacryloyl)azetidin-3-yl]-7-(2-methyl-2,6-diazaspiro[3.3]hept-6-yl)-3-[4-(trifluoromethyl)phenyl]-2,3-dihydro-1H-imidazo[4,5-b]pyridin-2-one FC(C(=O)N1CC(C1)N1C(N(C2=NC=CC(=C21)N2CC1(CN(C1)C)C2)C2=CC=C(C=C2)C(F)(F)F)=O)=C